C(C1=CC=CC=C1)OC([C@H](C(CCN1CCN(CC1)C(=O)OC(C)(C)C)(C)C)NC(=O)C1=C(C(=O)O)C=CC=C1)=O (S)-2-((1-(benzyloxy)-5-(4-(tert-butoxycarbonyl)piperazin-1-yl)-3,3-dimethyl-1-oxopentan-2-yl)carbamoyl)benzoic acid